ClC=1N=CC2=C(N1)C(=NN2C(=O)OC(C)(C)C)C2=CC=C(C=C2)N2CCN(CC2)C tert-Butyl 5-chloro-3-(4-(4-methylpiperazin-1-yl)phenyl)-1H-pyrazolo[4,3-d]pyrimidine-1-carboxylate